FC1=CC=CC(=N1)NS(=O)(=O)C=1SC(=C(N1)C)C(=O)OCC ethyl 2-(N-(6-fluoropyridin-2-yl) sulfamoyl)-4-methylthiazole-5-carboxylate